glucose-13C3 O=[13CH][13C@H](O)[13C@@H](O)[C@H](O)[C@H](O)CO